N-(bis(3,5-dimethylphenyl)phosphaneyl)-N-cyclohexyl-1,1-bis(3,5-dimethylphenyl)phosphanamine CC=1C=C(C=C(C1)C)P(N(P(C1=CC(=CC(=C1)C)C)C1=CC(=CC(=C1)C)C)C1CCCCC1)C1=CC(=CC(=C1)C)C